BrCC(=O)[C@@H]1CC[C@H](CO1)NC(OC(C)(C)C)=O tert-butyl ((3R,6S)-6-(2-bromoacetyl)tetrahydro-2H-pyran-3-yl)carbamate